O(CCN1C(CCC1)=O)CCN1C(CCC1)=O 1,1'-(Oxybis(ethan-2,1-diyl))bis(pyrrolidin-2-on)